[Cl-].C[N+](CCC[SiH](OC)OC)(CCCCCCCCCCCCCCCC)CCCCCCCCCCCCCCCC methyl-bishexadecyl-[3-(dimethoxysilyl)propyl]ammonium chloride